1-(but-2-yn-1-yl)-1H-indazole-3-carboxylic acid C(C#CC)N1N=C(C2=CC=CC=C12)C(=O)O